ClC=1C(=C(C=C(C1)F)[C@H](C)NCC(=O)OCC)COC1=CC=C(C=C1)OC (s)-ethyl 2-(1-(3-chloro-5-fluoro-2-((4-methoxyphenoxy)methyl)phenyl)ethylamino)acetate